N-(5-(3-Methyl-2'-oxo-2',3'-dihydrospiro[cyclopropane-1,1'-pyrrolo[2,3-c]quinolin]-8'-yl)-2-(2-(1-methylpyrrolidin-2-yl)ethoxy)pyridin-3-yl)cyclopropanesulfonamide CC1CC12C(NC=1C=NC=3C=CC(=CC3C12)C=1C=C(C(=NC1)OCCC1N(CCC1)C)NS(=O)(=O)C1CC1)=O